CC1(OB(OC1(C)C)C=1C=CC2=C(OCCN2)C1)C 7-(4,4,5,5-Tetramethyl-1,3,2-dioxaborolan-2-yl)-3,4-dihydro-2H-benzo[b][1,4]Oxazine